O=C1NC(CCC1N1C(C2=CC=CC(=C2C1)NCCCCC(=O)O)=O)=O 5-{[2-(2,6-dioxopiperidin-3-yl)-1-oxo-2,3-dihydro-1H-isoindol-4-yl]amino}pentanoic acid